(2-bromo-5-(trifluoromethoxy)phenyl)methanol 3,3',3'',3'''-((((trans)-2,5-dimethylpiperazine-1,4-diyl)bis(butane-4,1-diyl))bis(azanetriyl))tetrapropionate C[C@@H]1N(C[C@H](N(C1)CCCCN(CCC(=O)O)CCC(=O)O)C)CCCCN(CCC(=O)O)CCC(=O)O.BrC1=C(C=C(C=C1)OC(F)(F)F)CO